(2S)-2-amino-4-(2-aminophenyl)-4-oxobutanoic acid N[C@H](C(=O)O)CC(=O)C1=C(C=CC=C1)N